2-(2,2,7,7-Tetramethyl-5-tricyclo[6.2.1.01,6]undec-4-enyl)butan-1-ol CC1(C23C(C(=CC1)C(CO)CC)C(C(CC2)C3)(C)C)C